3-(2-propen-1-yl)-5-hexen-2-one C(C=C)C(C(C)=O)CC=C